C(C)(=O)OC[C@@H]1O[C@H]([C@@H]([C@H]([C@@H]1CC(=O)[O-])CC(=O)[O-])CC(=O)[O-])OC1=C(C=C(C=C1)COC(=O)OC1=CC=C(C=C1)[N+](=O)[O-])[N+](=O)[O-] (2R,3S,4S,5R,6S)-2-(acetoxymethyl)-6-(2-nitro-4-((((4-nitrophenoxy)carbonyl)oxy)methyl)phenoxy)tetrahydro-2H-pyran-3,4,5-triyltriacetate